N-(4-Cyanophenyl)-4-hydroxy-3-{5-[4-(trifluoromethoxy)phenyl]-1H,2H,3H,4H,5H,6H-pyrrolo[3,4-c]pyrrol-2-yl}butanamid C(#N)C1=CC=C(C=C1)NC(CC(CO)N1CC=2CN(CC2C1)C1=CC=C(C=C1)OC(F)(F)F)=O